ClC=1C(=C(C=2CCCC(C2C1)C1=CC=C(C=C1)O)C#N)OCCCl 3-chloro-2-(2-chloroethoxy)-5-(4-hydroxyphenyl)-5,6,7,8-tetrahydronaphthalene-1-carbonitrile